tert-Butyl (3R)-3-((4-(2-(4-bromo-6-chloro-1-(tetrahydro-2H-pyran-2-yl)-1H-indazol-5-yl)ethyl)-1H-1,2,3-triazol-1-yl)methyl)piperidine-1-carboxylate BrC1=C2C=NN(C2=CC(=C1CCC=1N=NN(C1)C[C@H]1CN(CCC1)C(=O)OC(C)(C)C)Cl)C1OCCCC1